ClC1=CC2=C(N(C(N=C2N2[C@H](CN(CC2)C(=O)OC(C)(C)C)C)=O)C=2C(=NC=CC2C)C2CC2)N=C1C1=C(C=CC=C1)F (S)-tert-Butyl 4-(6-chloro-1-(2-cyclopropyl-4-methylpyridin-3-yl)-7-(2-fluorophenyl)-2-oxo-1,2-dihydropyrido[2,3-d]pyrimidin-4-yl)-3-methylpiperazine-1-carboxylate